OC1=C(C(=CC(=C1C(=O)NC)CCC)O)[C@H]1[C@@H](CCC(=C1)C)C(=C)C (1'R,2'R)-2,6-dihydroxy-N,5'-dimethyl-2'-(prop-1-en-2-yl)-4-propyl-1',2',3',4'-tetrahydro-[1,1'-biphenyl]-3-carboxamide